1-heneicosanoyl-2-(6Z,9Z,12Z-octadecatrienoyl)-glycero-3-phosphoserine CCCCCCCCCCCCCCCCCCCCC(=O)OC[C@H](COP(=O)(O)OC[C@@H](C(=O)O)N)OC(=O)CCCC/C=C\C/C=C\C/C=C\CCCCC